C(CC)N(CC(=O)[O-])CCC.[Na+] sodium N,N-dipropylglycinate